1-tridecanesulfonic acid C(CCCCCCCCCCCC)S(=O)(=O)O